N'-((3,3-dimethyl-1,2,3,5,6,7-hexahydrodicyclopenta[b,e]pyridin-8-yl)carbamoyl)-2-(2-hydroxypropan-2-yl)thiazole-5-sulfonimidamide CC1(CCC=2C1=NC1=C(C2NC(=O)N=S(=O)(N)C2=CN=C(S2)C(C)(C)O)CCC1)C